tert-butyl (3S)-3-[4-(3-chloro-2-fluoro-anilino)quinazolin-6-yl]piperidine-1-carboxylate ClC=1C(=C(NC2=NC=NC3=CC=C(C=C23)[C@H]2CN(CCC2)C(=O)OC(C)(C)C)C=CC1)F